ClC=1N=NC(=C(N1)N1C[C@@H](CC1)CN1CCC2(CC1)CCC(CC2)NC(OCC2=CC=CC=C2)=O)OC2=C(C=C(C=C2)F)C(N(C(C)C)CC)=O (S)-benzyl (3-((1-(3-chloro-6-(2-(ethyl(isopropyl)carbamoyl)-4-fluorophenoxy)-1,2,4-triazin-5-yl)pyrrolidin-3-yl)methyl)-3-azaspiro[5.5]undec-9-yl)carbamate